NC1=NC(=C(C=2N1C(N(N2)CC=2N=COC2C)=O)C2=CC(=NC(=C2)C)C)Cl 5-amino-7-chloro-8-(2,6-dimethylpyridin-4-yl)-2-((5-methyloxazol-4-yl)methyl)-[1,2,4]triazolo[4,3-c]pyrimidin-3(2H)-one